OC1=C(C)C=C(C=C1)O (2,5-dihydroxy)Toluene